5-amino-1-(5-(hydroxymethyl)-2-methoxybenzyl)-1H-pyrazolo[4,3-d]pyrimidin-7-ol NC=1N=C(C2=C(N1)C=NN2CC2=C(C=CC(=C2)CO)OC)O